C(C1=CC=CC=C1)N1C(C=CC(=C1)OCCCCBr)=O 1-benzyl-5-(4-bromobutoxy)pyridin-2(1H)-one